ClC=1C=C(C=CC1)S(=O)(=O)N1C[C@@H](CCC1)C(=O)O (R)-1-((3-chlorophenyl)sulfonyl)piperidine-3-carboxylic acid